4-((5-(thiazol-2-yl)-1H-pyrazol-3-yl)amino)phenol S1C(=NC=C1)C1=CC(=NN1)NC1=CC=C(C=C1)O